ClC=1C=C(C(=C(C1)O)C=1N=NC(=C(C1)C)N1C[C@H](OCC1)CO)C 5-chloro-2-[6-[(2S)-2-(hydroxymethyl)morpholin-4-yl]-5-methyl-pyridazin-3-yl]-3-methyl-phenol